C(C)(=O)CC(=O)[O-].C(C)(=O)CC(=O)[O-].C(C)(=O)CC(=O)[O-].[Al+3] aluminum tris(acetylacetate)